C1(=CC=CC=C1)C(C1=CC=CC=C1)F diphenylmethyl-fluorine